4-oxaspiro[2.4]heptan-6-one C1CC12OCC(C2)=O